3-({[(4R)-7-[(2-fluorophenyl)(methyl)amino]-3,4-dihydro-2H-1-benzopyran-4-yl]methyl}amino)pyridine-4-carboxylic acid FC1=C(C=CC=C1)N(C1=CC2=C([C@@H](CCO2)CNC=2C=NC=CC2C(=O)O)C=C1)C